(2s)-2-[(3s)-1-{[2-(difluoromethoxy)-4-ethynylphenyl](2H2)methyl}piperidin-3-yl]propane-1,2-diol FC(OC1=C(C=CC(=C1)C#C)C(N1C[C@H](CCC1)[C@](CO)(C)O)([2H])[2H])F